C(C)(C)(C)C=1C(=C(C=C(C1)C)O)C tert-butyl-2,5-dimethylphenol